6-fluoro-7-(8-methyl-2,3-dihydro-1H-pyrido[2,3-b][1,4]oxazin-7-yl)-N~2~-(9-methyl-1,2,3,4-tetrahydro-1,4-epiminonaphthalen-6-yl)quinazoline-2,5-diamine FC1=C(C=2C=NC(=NC2C=C1C1=C(C2=C(OCCN2)N=C1)C)NC=1C=C2C3CCC(C2=CC1)N3C)N